C(C)(C)(C)OC(=O)N(CCSSCCN(C(O)=O)C)C (2-((2-((tert-butoxycarbonyl)(methyl)amino)ethyl)disulfaneyl)ethyl)(methyl)carbamic acid